C(C)(C)(C)OC(=O)N1[C@@H]2[C@@H](CC1)CCC2 |o1:8,9| rel-trans-(3aR,6aS)-1-(tert-butoxycarbonyl)hexahydrocyclopenta[b]pyrrole